C(C)(C)(C)OC(=O)N1CC(C1)C(=O)C12CC(C1)(C2)C(C=[N+]=[N-])=O 3-[3-(2-diazoacetyl)-1-bicyclo[1.1.1]pentanoyl]azetidine-1-carboxylic acid tert-butyl ester